C1(CC1)COC1=NC=C(C(=N1)NC1=CC=C(C=C1)OC(F)F)[N+](=O)[O-] (cyclopropylmethoxy)-N-(4-(difluoromethoxy)phenyl)-5-nitropyrimidin-4-amine